OC1=C(C=C(C=C1)C(C)(C)CC(C)(C)C)C1=CC=CC=2NN=NC21 (2'-hydroxy-5'-tert-octylphenyl)benzotriazole